COC1=NC=CC(=C1)C=1C(=NC(=CN1)C(F)(F)F)N 3-(2-methoxypyridin-4-yl)-6-(trifluoromethyl)pyrazin-2-amine